ClC=1C(=C2C=NNC2=CC1C)C=1C(=NN(C1C)C1CC2(CNC2)C1)N1[C@@](CN(CC1)C(C)=O)(C)CC (S)-1-(4-(4-(5-chloro-6-methyl-1H-indazol-4-yl)-5-methyl-1-(2-azaspiro[3.3]heptan-6-yl)-1H-pyrazol-3-yl)-3-ethyl-3-methylpiperazin-1-yl)ethan-1-one